butylamino-acetic acid tert-butyl ester C(C)(C)(C)OC(CNCCCC)=O